O(C1=CC=CC=C1)C1=CC=C(C=C1)C1CN(C1)C(=O)N1C[C@@H]2[C@@H](OCC(N2)=O)CC1 (4aR,8aS)-6-(3-(4-Phenoxyphenyl)azetidine-1-carbonyl)hexahydro-2H-pyrido[4,3-b][1,4]oxazin-3(4H)-one